FC1=CC=C2C(N3C(C2=C1)=CN=C3)C3CCN(CC3)C(=O)OC(C)(C)C tert-Butyl 4-(8-fluoro-5H-imidazo[5,1-a]isoindol-5-yl)piperidine-1-carboxylate